Br.C1(=CC=CC=C1)[C@@H]1NC[C@@H](C1)C(F)(F)F |r| rac-(2R,4R)-2-phenyl-4-(trifluoromethyl)pyrrolidine hydrobromide